di-tert-butyl (2R,4aS,8aS)-2-(2-mercaptoethyl)octahydroquinoxaline-1,4-dicarboxylate SCC[C@H]1N([C@H]2CCCC[C@@H]2N(C1)C(=O)OC(C)(C)C)C(=O)OC(C)(C)C